OC(CN(CCCCCCCC(=O)OC(CCCCCCCC)CCCCCCCC)CCCCCC(=O)OCCCCCCCC(C)C)CCCCNC(=O)C1=CNC=C1 heptadecan-9-yl 8-((2-hydroxy-6-(1H-pyrrole-3-carboxamido)hexyl)(6-((8-methylnonyl)oxy)-6-oxohexyl)Amino)octanoate